S(=O)(=O)(O)N[C@@H](CC(=O)O)C(=O)O sulfoaspartic acid